(2S,3S)-2-amino-3-hydroxy-3-(4-nitrophenyl)propanoic acid N[C@H](C(=O)O)[C@H](C1=CC=C(C=C1)[N+](=O)[O-])O